C[C@@]1(CNCC1)C(=O)OC methyl (R)-3-methylpyrrolidine-3-carboxylate